N-(2-allyl-6-methoxypyridin-3-yl)-2-((2-(but-3-en-1-yl)-4-fluorophenyl)amino)-5-(trifluoromethyl)benzamide C(C=C)C1=NC(=CC=C1NC(C1=C(C=CC(=C1)C(F)(F)F)NC1=C(C=C(C=C1)F)CCC=C)=O)OC